4-amino-2-fluoro-5-oxo-5,6,7,8-tetrahydronaphthalene-1-carboxylic acid NC1=CC(=C(C=2CCCC(C12)=O)C(=O)O)F